BrC=1C=C(C(=NC1NC1=C(C(=CC=C1C)OC)C)C)[N+](=O)[O-] 5-bromo-6-[(3-methoxy-2,6-dimethylphenyl)amino]-2-methyl-3-nitropyridine